Cl.BrC1=CC=C(C=C1)C1CCNCC1 4-(4-bromophenyl)piperidine hydrochloride salt